OC[C@@H](C(N1CCC2(CNC2=O)CC1)=O)NC(OCC1=CC=CC=C1)=O benzyl (S)-(3-hydroxy-1-oxo-1-(1-oxo-2,7-diazaspiro[3.5]nonan-7-yl)propan-2-yl)carbamate